1-Methyl-4-phenyl-3-(phenylsulfonyl)-1-azaspiro[4.5]deca-3,6,9-triene-2,8-dione CN1C(C(=C(C12C=CC(C=C2)=O)C2=CC=CC=C2)S(=O)(=O)C2=CC=CC=C2)=O